Cl.C(C1=CN=CC=C1)(=O)O nicotinic acid hydrochloride salt